1,1,2-trifluoro-2-(trifluoromethyl)-cyclobutane FC1(C(CC1)(C(F)(F)F)F)F